BrC=1C=C(C(=O)NCC2=CC=C(C=C2)F)C=CC1 3-bromo-N-(4-fluorobenzyl)benzamide